4-(2-aminoethyl)-2-hydroxymethylmorpholine NCCN1CC(OCC1)CO